benzyl-triethylammonium p-toluenesulfonate CC1=CC=C(C=C1)S(=O)(=O)[O-].C(C1=CC=CC=C1)[N+](CC)(CC)CC